4-(4-fluorophenyl)-5-(4-methoxynaphthalene-1-yl)isoxazole FC1=CC=C(C=C1)C=1C=NOC1C1=CC=C(C2=CC=CC=C12)OC